1-bromo-8-chloro-3-(5-(difluoromethyl)-1,3,4-thiadiazol-2-yl)-N-(1-(fluoromethyl)cyclopropyl)imidazo[1,5-a]pyridin-6-sulfonamide BrC=1N=C(N2C1C(=CC(=C2)S(=O)(=O)NC2(CC2)CF)Cl)C=2SC(=NN2)C(F)F